4-methoxypentan COC(CCC)C